2-(3-chlorophenyl)-2-(1-(4-(1-hydroxyethyl)piperidine-1-carbonyl)piperidin-4-ylidene)acetonitrile ClC=1C=C(C=CC1)C(C#N)=C1CCN(CC1)C(=O)N1CCC(CC1)C(C)O